N-(3-(5-(2-chloro-4-methoxyphenyl)-1H-pyrazolo[3,4-b]pyridine-3-carbonyl)-2-fluorophenyl)-methane-sulfonamide ClC1=C(C=CC(=C1)OC)C=1C=C2C(=NC1)NN=C2C(=O)C=2C(=C(C=CC2)NS(=O)(=O)C)F